C(C)(C)(C)C1=CC(=CC2=C1OP(OC1=C2C(=CC(=C1)C(C)(C)C)C(C)(C)C)C(C)(C)C)OCCN(CCOC1=CC2=C(OP(OC3=C2C(=CC(=C3)C(C)(C)C)C(C)(C)C)C(C)(C)C)C(=C1)C(C)(C)C)CCOC1=CC3=C(OP(OC2=C3C(=CC(=C2)C(C)(C)C)C(C)(C)C)C(C)(C)C)C(=C1)C(C)(C)C tris[2-[(4,6,9,11-tetra-tert-butyldibenzo[d,f][1,3,2]dioxaphosphepine-2-yl)oxy]ethyl]amine